Ethyl 2-(4-((2,5-dioxo-3-(4-(trifluoromethyl)phenyl)imidazolin-1-yl)methyl)-2,6-dimeth-ylphenoxy)acetate O=C1N(C(CN1C1=CC=C(C=C1)C(F)(F)F)=O)CC1=CC(=C(OCC(=O)OCC)C(=C1)C)C